C12CN(C(CC1)C2)C2=C(C=CC(=C2)[N+](=O)[O-])C(=O)N2CCS(CC2)(=O)=O [2-(3-azabicyclo[2.2.1]hept-3-yl)-4-nitrophenyl]-(1,1-dioxo-1,4-thiazinan-4-yl)methanone